F[B-](F)(F)F.[Rh+3].C1=CC=CC1.C1=CC=CC1.F[B-](F)(F)F.F[B-](F)(F)F (dicyclopentadiene) rhodium tetrafluoroborate